FC=1C=C(C=C(C1)F)C1=NO[C@](C1)(C(=O)N[C@@H]1C[C@@H](OC1)C(=O)OC)C=C |o1:16,18| Methyl rel-(2R,4R)-4-[[(5S)-3-(3,5-difluorophenyl)-5-vinyl-4H-isoxazole-5-carbonyl]amino]tetrahydrofuran-2-carboxylate